4-methyl-tetrahydro-2H-pyran-4-carboxylic acid CC1(CCOCC1)C(=O)O